(benzylidenediphenylene)bismaleimide Methyl-(2-(4-azidophenoxy)-4-chlorobenzyl)-L-alaninate CN([C@@H](C)C(=O)O)CC1=C(C=C(C=C1)Cl)OC1=CC=C(C=C1)N=[N+]=[N-].C(C1=CC=CC=C1)(C1=C(C=CC=C1)C=1C(=O)NC(C1)=O)C1=C(C=CC=C1)C=1C(=O)NC(C1)=O